6-((1-(6-(difluoromethyl)pyridin-3-yl)-4-methyl-1H-1,2,3-triazol-5-yl)methoxy)pyridine FC(C1=CC=C(C=N1)N1N=NC(=C1COC1=CC=CC=N1)C)F